N1C=C(C2=CC=CC=C12)C=1C=C(N(C1)C)C(=O)C1=CC(=C(C(=C1)OC)OC)OC [4-(1H-indol-3-yl)-1-methyl-1H-pyrrol-2-yl](3,4,5-trimethoxyphenyl)methanone